2,6-dihydroxy-5-nitro-benzaldehyde OC1=C(C=O)C(=C(C=C1)[N+](=O)[O-])O